C(C)OC(=O)C=1C=NN2C=3C=CC(=CC3OCC(NC12)=O)F.FC=1C(=NC(=CC1)C(F)(F)F)C1=NNC=C1 3-fluoro-2-(1H-pyrazol-3-yl)-6-(trifluoromethyl)pyridine ethyl-13-fluoro-8-oxo-10-oxa-2,3,7-triazatricyclo[9.4.0.02,6]pentadeca-1(11),3,5,12,14-pentaene-5-carboxylate